ClCC(=O)O Chloroacetic acid